OC[C@H]1O[C@@H]([C@@H]([C@H]([C@H]1O)O)NC1=NC=CC(=N1)C(F)(F)F)OCC1OC1 (2R,3R,4R,5R,6S)-2-(hydroxymethyl)-6-(oxiran-2-ylmethoxy)-5-((4-(trifluoromethyl)pyrimidin-2-yl)amino)tetrahydro-2H-pyran-3,4-diol